O=C1NC(CCC1N1C(C2=CC=CC(=C2C1=O)F)=O)=O 2-(2,6-dioxo-3-piperidinyl)-4-fluoro-isoindole-1,3-dione